2-(((5-(3-chloro-4-methoxyphenyl)oxazol-2-yl)methyl)thio)-6-methylpyrimidin ClC=1C=C(C=CC1OC)C1=CN=C(O1)CSC1=NC(=CC=N1)C